tert-butyl 3-(2-(cyclopropanecarboxamido)pyridin-4-yl)azetidine-1-carboxylate C1(CC1)C(=O)NC1=NC=CC(=C1)C1CN(C1)C(=O)OC(C)(C)C